N-(2-hydroxy-5-(6-(pyrrolidin-1-yl)pyridazin-3-yl)phenyl)pentanamide OC1=C(C=C(C=C1)C=1N=NC(=CC1)N1CCCC1)NC(CCCC)=O